(4R,7S,8S,9S)-13-(8-ethynyl-7-fluoro-3-hydroxy-1-naphthyl)-14-fluoro-9,16-dimethyl-10-oxa-2,12,16,18,20-pentazapentacyclo[9.7.1.14,7.02,8.015,19]icosa-1(18),11(19),12,14-tetraen-17-one C(#C)C=1C(=CC=C2C=C(C=C(C12)C1=NC=2O[C@H]([C@@H]3[C@@H]4CC[C@H](CN3C3=NC(N(C(=C1F)C32)C)=O)N4)C)O)F